N,N,N',N'-tetramethylhexane-1,6-diaminium dibromide [Br-].[Br-].C[NH+](CCCCCC[NH+](C)C)C